(2R)-2-({4-[(1,3-benzothiazol-6-yl)amino]-7-(1-methyl-1H-pyrazol-4-yl)quinazolin-5-yl}oxy)propyl methanesulfonate CS(=O)(=O)OC[C@@H](C)OC1=C2C(=NC=NC2=CC(=C1)C=1C=NN(C1)C)NC1=CC2=C(N=CS2)C=C1